5-fluoropyridine-3-carboxamide FC=1C=C(C=NC1)C(=O)N